tert-butyl 3-(4-((3-acetoxy-3-methylazetidin-1-yl)methyl)-2,6-dimethylphenyl)azetidine-1-carboxylate C(C)(=O)OC1(CN(C1)CC1=CC(=C(C(=C1)C)C1CN(C1)C(=O)OC(C)(C)C)C)C